1-(3-(4-(Difluoromethoxy)phenyl)-1,2,4-oxadiazol-5-yl)-N-(3-(4-(Pyridin-2-ylmethyl)piperidin-1-yl)propyl)piperidin-4-carboxamid FC(OC1=CC=C(C=C1)C1=NOC(=N1)N1CCC(CC1)C(=O)NCCCN1CCC(CC1)CC1=NC=CC=C1)F